FC1=CC=C2C=CC=NC2=C1C=1C=CC(=NC1CCCC(F)(F)F)N 5-(7-fluoroquinolin-8-yl)-6-(4,4,4-trifluorobutyl)pyridin-2-amine